4-(2,3-difluorophenyl)-2-[(3R)-3-methylmorpholin-4-yl]-8-(1H-pyrazol-5-yl)-1,7-naphthyridine FC1=C(C=CC=C1F)C1=CC(=NC2=C(N=CC=C12)C1=CC=NN1)N1[C@@H](COCC1)C